dichloro(methyl)(2-phenylethyl)silane Cl[Si](CCC1=CC=CC=C1)(C)Cl